N-[(3-amino-4-formylphenyl)methyl]-N-(4,4-difluoro-1,1-dioxo-3,4-dihydro-2H-1λ6-benzothiopyran-8-yl)-2-methylpyrimidine-5-carboxamide NC=1C=C(C=CC1C=O)CN(C(=O)C=1C=NC(=NC1)C)C1=CC=CC=2C(CCS(C21)(=O)=O)(F)F